C1C(CCC2C3C=CC=CC3=CC=C12)=O tetrahydrophenanthren-2(1H)-one